ClC=1C=CC(=C(C1)O)C=1N=NC(=CC1)N(C1CC(N(C(C1)(C)C)C)(C)C)C 5-chloro-2-(6-(methyl(1,2,2,6,6-pentamethylpiperidin-4-yl)amino)pyridazin-3-yl)phenol